ClC=1C(=NC2=CC(=C(C=C2N1)F)F)NCC1=CC=C(C=C1)Cl 3-chloro-N-(4-chlorobenzyl)-6,7-difluoroquinoxaline-2-amine